((2R,4S,5S)-2-((S)-1-(4-fluorophenyl)-1,2,3,4-tetrahydroisoquinoline-2-carbonyl)-5-hydroxytetrahydro-2H-pyran-4-yl) carbamate C(N)(O[C@H]1C[C@@H](OC[C@@H]1O)C(=O)N1[C@H](C2=CC=CC=C2CC1)C1=CC=C(C=C1)F)=O